N-[5-(difluoromethoxy)pyridin-3-yl]-N-({5-[5-(difluoromethyl)-1,3,4-oxadiazol-2-yl]-1,3-thiazol-2-yl}methyl)butane-2-sulfonamide FC(OC=1C=C(C=NC1)N(S(=O)(=O)C(C)CC)CC=1SC(=CN1)C=1OC(=NN1)C(F)F)F